5-bromo-2-methylbenzaldehyde BrC=1C=CC(=C(C=O)C1)C